(R)-5-(4-((7-Cyclopropyl-6-oxo-5,6-dihydro-1,5-naphthyridin-3-yl)methyl-d2)piperazine-1-yl)-N-(tetrahydrofuran-3-yl)pyridineamide C1(CC1)C=1C(NC=2C=C(C=NC2C1)C(N1CCN(CC1)C=1C=CC(=NC1)C(=O)N[C@H]1COCC1)([2H])[2H])=O